FC=1C=C2C(C(=CN(C2=NC1N1CC(C1)N1N=CC=N1)C=1SC=CN1)C(=O)O)=O 6-fluoro-4-oxo-1-(1,3-thiazol-2-yl)-7-[3-(2H-1,2,3-triazol-2-yl)azetidin-1-yl]-1,4-dihydro-1,8-naphthyridine-3-carboxylic acid